6-((1H-pyrazolo[3,4-b]pyridin-5-yl)methyl)-N-(3-(2-(pyrrolidin-1-yl)ethoxy)-5-(trifluoromethyl)phenyl)-4,5,6,7-tetrahydrothieno[2,3-c]pyridine-3-carboxamide N1N=CC=2C1=NC=C(C2)CN2CC1=C(CC2)C(=CS1)C(=O)NC1=CC(=CC(=C1)C(F)(F)F)OCCN1CCCC1